(5'S,7a'R)-5'-(3,5-difluorophenyl)-1-([1,3]thiazolo[5,4-c]-pyridine-2-carbonyl)tetrahydro-3'H-spiro[piperidine-4,2'-pyrrolo[2,1-b][1,3]oxazol]-3'-one FC=1C=C(C=C(C1)F)[C@@H]1CC[C@H]2OC3(C(N21)=O)CCN(CC3)C(=O)C=3SC=2C=NC=CC2N3